1-{4-[5-(3-Chloro-4-isobutyl-phenyl)-[1,2,4]oxadiazol-3-yl]-benzyl}-4-(3-pyrrolidin-1-yl-propyl)-piperidine-4-carboxylic acid ClC=1C=C(C=CC1CC(C)C)C1=NC(=NO1)C1=CC=C(CN2CCC(CC2)(C(=O)O)CCCN2CCCC2)C=C1